CC(CCCCCCCCC(=O)O)CCCCC(C)C 10,15-dimethyl-hexadecanoic acid